5-(3-Ethoxyphenyl)-3-(3-methylphenyl)-1H-1,2,4-triazole C(C)OC=1C=C(C=CC1)C1=NC(=NN1)C1=CC(=CC=C1)C